6-(4-(trifluoromethyl)benzylamino)-9-β-D-arabinofuranosylpurine FC(C1=CC=C(CNC2=C3N=CN(C3=NC=N2)[C@H]2[C@@H](O)[C@H](O)[C@H](O2)CO)C=C1)(F)F